ClC1=C(CN2C(=C(C3=CC(=CC=C23)C(=O)OCC=C)C)C)C=C(C=C1)O[C@@H](C(=O)OC)C (R)-allyl 1-(2-chloro-5-((1-methoxy-1-oxopropan-2-yl)oxy)benzyl)-2,3-dimethyl-1H-indole-5-carboxylate